(R)-2-(5-amino-2-(furan-2-yl)-7H-pyrazolo[4,3-e][1,2,4]triazolo[1,5-c]pyrimidin-7-yl)-N-(2-(4-hydroxycyclohexyl)ethyl)-2-phenylpropanamide NC1=NC2=C(C=3N1N=C(N3)C=3OC=CC3)C=NN2[C@](C(=O)NCCC2CCC(CC2)O)(C)C2=CC=CC=C2